CN1C=NC2=C1C=C(C=C2)\C=C/2\C(NC(=N2)NC2=CC=CC=C2)=O (Z)-5-((1-methyl-1H-benzo[d]imidazol-6-yl)methylene)-2-(phenylamino)-3,5-dihydro-4H-imidazol-4-one